N-(2-chloropyridin-4-yl)-1-methyl-5-(o-tolyl)-1H-pyrazole-3-carboxamide ClC1=NC=CC(=C1)NC(=O)C1=NN(C(=C1)C1=C(C=CC=C1)C)C